2-vinyl-1,3-bis(propan-2-yl)benzene C(=C)C1=C(C=CC=C1C(C)C)C(C)C